(2-((2-methylallyl)oxy)ethoxy)benzene CC(COCCOC1=CC=CC=C1)=C